C(C1=C(C=CC2=CC=CC=C12)NS(=O)(=O)C)C1=C(C=CC2=CC=CC=C12)NS(=O)(=O)C N,N'-(methylenebis(naphthalene-1,2-diyl))dimethanesulfonamide